CN1CCN2CCN(CCN(CCN(CCN(CC1)C)CCN(CCN(CC2)C)CC2=CC=C(C=C2)B2OC(C(O2)(C)C)(C)C)C)CC2=CC=C(C=C2)B2OC(C(O2)(C)C)(C)C 4,7,13,21-tetramethyl-16,24-bis(4-(4,4,5,5-tetramethyl-1,3,2-dioxaborolan-2-yl)benzyl)-1,4,7,10,13,16,21,24-octaazabicyclo[8.8.8]hexacosane